COC1=NC2=CC=C(C=C2C=C1)C=1C=C(C=NC1)N1CC2(CN(C2)C(=O)C=2N=NC=CC2)C1 (6-(5-(2-methoxyquinoline-6-yl)pyridin-3-yl)-2,6-diazaspiro[3.3]heptane-2-yl)(pyridazine-3-yl)methanone